[O-]S(=O)(=S)[O-].[Na+].[Na+] The molecule is an inorganic sodium salt composed of sodium and thiosulfate ions in a 2:1 ratio. It has a role as an antidote to cyanide poisoning, a nephroprotective agent and an antifungal drug. It contains a thiosulfate(2-).